C(C)N1N=CC(=C1)NC=1N=C(C2=C(N1)NC=C2)O[C@H]2CN(CC[C@H]2F)C(C=C)=O 1-((3S,4R)-3-((2-((1-ETHYL-1H-PYRAZOL-4-YL)AMINO)-7H-PYRROLO[2,3-D]PYRIMIDIN-4-YL)OXY)-4-FLUOROPIPERIDIN-1-YL)PROP-2-EN-1-ONE